3-bromo-N-(7-(hydroxyamino)-7-oxoheptyl)-4-((5-nitro-1H-indol-3-yl)methyl)benzamide BrC=1C=C(C(=O)NCCCCCCC(=O)NO)C=CC1CC1=CNC2=CC=C(C=C12)[N+](=O)[O-]